methyl-4-(4-chloro-2-(1-(tetrahydro-2H-pyran-2-yl)-1H-pyrazol-4-yl)phenyl)-4-hydroxy-2-methylenebutanoate COC(C(CC(O)C1=C(C=C(C=C1)Cl)C=1C=NN(C1)C1OCCCC1)=C)=O